C(C)(C)(C)N1N=CC(=C1)C(C)=O 1-(1-(tert-butyl)-1H-pyrazol-4-yl)ethan-1-one